C(C)(C)(C)OC(=O)N1C=C(CCC1)C1=CN(C2=CN=CC=C21)C2=C(C(=O)O)C=C(C=C2)F 2-(3-(1-(tert-butoxycarbonyl)-1,4,5,6-tetrahydropyridin-3-yl)-1H-pyrrolo[2,3-c]pyridin-1-yl)-5-fluorobenzoic acid